3-ethynyl-2-(trifluoromethyl)pyridine C(#C)C=1C(=NC=CC1)C(F)(F)F